(±)-cis-4-phenyl-3-[(isoquinolin-5-ylsulfanylmethyl)oxy]pyrrolidine-1-carboxylic acid tert-butyl ester C(C)(C)(C)OC(=O)N1C[C@H]([C@H](C1)C1=CC=CC=C1)OCSC1=C2C=CN=CC2=CC=C1 |r|